ClCC=1N(C2=C(N1)SC(=C2)C(=O)OC)C[C@H]2OCC2 methyl 2-(chloromethyl)-1-[(2S)-oxetan-2-ylmethyl]thieno[2,3-d]imidazole-5-carboxylate